4,4'-difluorodiphenylsulfone C1=CC(=CC=C1F)S(=O)(=O)C2=CC=C(C=C2)F